6-(3-isopropyl-5-(1-((1-methyl-1H-1,2,4-triazol-3-yl)methyl)piperidin-4-yl)-1H-indol-2-yl)-3-methyl-[1,2,4]triazolo[4,3-a]pyridine C(C)(C)C1=C(NC2=CC=C(C=C12)C1CCN(CC1)CC1=NN(C=N1)C)C=1C=CC=2N(C1)C(=NN2)C